4-[4-Cyano-6-(3-fluoro-phenyl)-3-hydroxy-pyridin-2-yl]-4-oxo-butyric acid ethyl ester C(C)OC(CCC(=O)C1=NC(=CC(=C1O)C#N)C1=CC(=CC=C1)F)=O